FC1(C(C2=C(S1=O)C(=CC=C2OC=2C=C(C#N)C=C(C2)F)C(F)(F)F)O)F 3-((2,2-difluoro-3-hydroxy-1-oxido-7-(trifluoromethyl)-2,3-dihydro-benzo[b]thiophen-4-yl)oxy)-5-fluorobenzonitrile